2-(((6-Chloropyridazin-3-yl)amino)methyl)-1,1,1,3,3,3-hexafluoropropan-2-ol ClC1=CC=C(N=N1)NCC(C(F)(F)F)(C(F)(F)F)O